N-{1-[3-bromo-1-(3-cyano-pyridin-6-yl)-1H-1,2,4-triazol-5-yl]ethyl}-benzamide BrC1=NN(C(=N1)C(C)NC(C1=CC=CC=C1)=O)C1=CC=C(C=N1)C#N